CC[C@H]1[C@H](O1)C/C=C\\C/C=C\\C/C=C\\C/C=C\\C/C=C\\CCC(=O)O The molecule is a (4Z,7Z,10Z,13Z,16Z)-19,20-epoxydocosapentaenoic acid with (19R,20S)-configuration. It derives from an all-cis-docosa-4,7,10,13,16,19-hexaenoic acid. It is a conjugate acid of a (4Z,7Z,10Z,13Z,16Z,19R,20S)-19,20-epoxydocosapentaenoate. It is an enantiomer of a (4Z,7Z,10Z,13Z,16Z,19S,20R)-19,20-epoxydocosapentaenoic acid.